P(O)(=O)(OP(=O)(O)OP(=O)(O)O)OC[C@@H]1[C@H]([C@H]([C@@H](O1)N1C(=O)N=C(N)C(=C1)C=O)O)O 5-formyl-cytidine-5'-triphosphate